N-[2-(3-cyanophenyl)-1-{[1,3]thiazolo[4,5-c]pyridin-2-yl}ethyl]benzenesulfonamide C(#N)C=1C=C(C=CC1)CC(C=1SC2=C(C=NC=C2)N1)NS(=O)(=O)C1=CC=CC=C1